ClC1=C(C=C(C=C1)Cl)S(=O)(=O)NC=1C(=C(C(=CC1)F)C=1C=C2C=NC(=NC2=CC1)NC(C)=O)F N-(6-(3-((2,5-dichlorophenyl)sulfonamido)2,6-difluorophenyl)quinazolin-2-yl)acetamide